(2S,3R)-N-(Allyloxy)-3-methoxy-2-(2-((S)-5-oxo-1-(2,3,5-trifluorobenzyl)pyrrolidin-2-yl)acetamido)butanamide C(C=C)ONC([C@H]([C@@H](C)OC)NC(C[C@H]1N(C(CC1)=O)CC1=C(C(=CC(=C1)F)F)F)=O)=O